FC=1C(=CC2=C(N=C(S2)NC2=C(C(=C(N=N2)NC=2SC=C(N2)C(=O)O)C)C)C1)F 2-[[6-[(5,6-Difluoro-1,3-benzothiazol-2-yl)amino]-4,5-dimethyl-pyridazin-3-yl]amino]thiazole-4-carboxylic acid